CC1=C(C=NN1)C(=O)N[C@@H]1COC2=C1C=CC(=C2)C2=NOC(=C2)C (S)-5-methyl-N-(6-(5-methylisoxazol-3-yl)-2,3-dihydrobenzofuran-3-yl)-1H-pyrazole-4-carboxamide